COC1=C(C=CC(=C1)C(F)(F)F)N1N=C2N=C(C=CC2=C1)N[C@H]1CN(CCC1)C 2-[2-Methoxy-4-(trifluoromethyl)phenyl]-N-[(3R)-1-methyl-3-piperidyl]pyrazolo[3,4-b]pyridin-6-amine